ClC=1C=C(OC2CCC(CC2)NC(=O)C2=CC=C(N=N2)N2CCN(CC2)C[C@H]2CN(CCO2)C(=O)OC(C)(C)C)C=CC1C#N (S)-tert-butyl 2-((4-(6-(((1r,4S)-4-(3-chloro-4-cyanophenoxy)cyclohexyl)carbamoyl)pyridazin-3-yl)piperazin-1-yl)methyl)morpholine-4-carboxylate